4-((3-bromophenyl)amino)but-2-en-1-ol BrC=1C=C(C=CC1)NCC=CCO